ClC=1C=CC(=C(C1)C=1C=C(C=2OCCNC2N1)NC1=C(C=NC=C1)C(=O)O)F.ClC1=C(C=C(C(=O)NNC(C(C)Cl)=O)C=C1)OC 4-chloro-N'-(2-chloropropionyl)-3-methoxy-benzoyl-hydrazine 4-{[6-(5-chloro-2-fluorophenyl)-2H,3H,4H-pyrido[3,2-b][1,4]-oxazin-8-yl]amino}pyridine-3-carboxylate